N-methyl-N-(3,4,5,6-tetrahydro-2H-pyran-4-yl)piperazine-1-carboxamide CN(C(=O)N1CCNCC1)C1CCOCC1